N[C@H](CC(=O)[O-])C(=O)[O-].[Ca+2] calcium D-aspartate